2-methylfuran-3,4-dicarboxylic acid CC=1OC=C(C1C(=O)O)C(=O)O